The molecule is a steroid lactone isolated from Elaeodendron tangenala and Elaeodendron glaucum and exhibits antiproliferative activity against A2780 human ovarian cancer cells. It has a role as a metabolite and an antineoplastic agent. It is a butenolide, a cyclic ether, an organic heterohexacyclic compound, an acetate ester and a steroid lactone. CC(=O)O[C@H]1C[C@@]2([C@@H]3CCC4=C[C@@H]5[C@@H](C[C@@]4([C@H]3CC[C@@]2([C@H]1C6=CC(=O)OC6)C)C)O[C@]7([C@H](CCO[C@H]7O5)OC)O)O